CC(=C1CCC(CC1)(C)OC(=O)C)C Gamma-terpinyl acetate